(s)-7-(bromomethyl)-2-(6-methoxychroman-4-yl)-5-(1-methyl-3-(trifluoromethyl)-1H-pyrazol-4-yl)-3,4-dihydroisoquinolin-1(2H)-one BrCC1=CC(=C2CCN(C(C2=C1)=O)[C@H]1CCOC2=CC=C(C=C12)OC)C=1C(=NN(C1)C)C(F)(F)F